FC1=C(C(=O)NC2=CC=C(C=C2)NC2=CC=NC=C2)C=CC(=C1)C(=O)NC1=CC=C(C=C1)NC1=CC=NC=C1 2-fluoro-N1,N4-bis(4-(pyridin-4-ylamino)phenyl)terephthalamide